7-(5-methylpiperidin-2-yl)-3,4-dihydro-2H-Benzo[b][1,4]Oxazine CC1CCC(NC1)C=1C=CC2=C(OCCN2)C1